methyl 7-chloro-1-naphthoate ClC1=CC=C2C=CC=C(C2=C1)C(=O)OC